Cl.N[C@H](C(=O)O)C (2S)-2-aminopropionate hydrochloride